6-[[5-(Trifluoromethyl)pyrazin-2-yl]methyl]-2-azaspiro[3.3]heptane FC(C=1N=CC(=NC1)CC1CC2(CNC2)C1)(F)F